N-(1,1-dioxido-2,3-dihydrothiophen-3-yl)-7-(1-methyl-1H-pyrazol-4-yl)-2-oxo-1,2-dihydroquinoline-3-carboxamide O=S1(CC(C=C1)NC(=O)C=1C(NC2=CC(=CC=C2C1)C=1C=NN(C1)C)=O)=O